2-((2S)-1-((Z)-2-fluoro-3-(pyridazin-2-yl)acryloyl)-4-(8-fluoro-7-(5-methyl-1H-indazol-4-yl)-2-(((S)-1-methylpyrrolidin-2-yl)methoxy)quinazolin-4-yl)piperazin-2-yl)acetonitrile F\C(\C(=O)N1[C@H](CN(CC1)C1=NC(=NC2=C(C(=CC=C12)C1=C2C=NNC2=CC=C1C)F)OC[C@H]1N(CCC1)C)CC#N)=C/N1NC=CC=C1